1-(4-(4-amino-7-cyclopropyl-7H-pyrrolo[2,3-d]pyrimidin-5-yl)-2-fluorophenyl)-3-(3-fluoro-4-(morpholinomethyl)phenyl)urea NC=1C2=C(N=CN1)N(C=C2C2=CC(=C(C=C2)NC(=O)NC2=CC(=C(C=C2)CN2CCOCC2)F)F)C2CC2